CC=1OC2=C(C1C(=O)NC(CO)CC(F)(F)F)C=C(C=C2)C=2C=NN(C2)C2=CC=CC=C2 2-methyl-5-(1-phenyl-1H-pyrazol-4-yl)-N-(4,4,4-trifluoro-1-hydroxybutan-2-yl)benzofuran-3-carboxamide